FC1=C(C=CC(=C1)N1N=CC=C1)NC1=NC=C2C=CC=NC2=C1 N-[2-fluoro-4-(pyrazol-1-yl)phenyl]-1,6-naphthyridin-7-amine